[Hg].[Ag] Silver-mercury